CC(C)NC(=O)O[C@H]1C[C@H](CC1)C1=NNC(=C1)NC=1C(=CC2=C(CCS2(=O)=O)C1)F (1R,3S)-3-{5-[(6-fluoro-1,1-dioxo-2,3-dihydro-1λ6-benzothiophen-5-yl)amino]-1H-pyrazol-3-yl}cyclopentyl (prop-2-ylamino)methanoate